Dinitroso-Iron N(=O)[Fe]N=O